C1N(CC2=CC=CC=C12)C=1N=C2N(C(C1)=O)C=C(C=C2[C@H](C)NC2=C(C=CC=C2)S(=O)(=O)N)C (S)-2-((1-(2-(isoindolin-2-yl)-7-methyl-4-oxo-4H-pyrido[1,2-a]pyrimidin-9-yl)ethyl)amino)benzenesulfonamide